5-methylpyridin-3-yl-1H-imidazo[4,5-b]pyrazin-6-yl-methanesulfonamide CC=1C=C(C=NC1)C(S(=O)(=O)N)C1=CN=C2C(=N1)NC=N2